N-CYCLOPROPYL-2-(2-FORMYL-5-METHOXYPHENOXY)ACETAMIDE C1(CC1)NC(COC1=C(C=CC(=C1)OC)C=O)=O